(2S,4S)-4-(7-bromo-4-chloro-6-fluoro-8-iodo-1H-[1,2,3]triazolo[4,5-c]quinolin-1-yl)-2-(2-(tert-butoxy)-2-oxoethyl)piperidine-1-carboxylic acid tert-butyl ester C(C)(C)(C)OC(=O)N1[C@@H](C[C@H](CC1)N1N=NC=2C(=NC=3C(=C(C(=CC3C21)I)Br)F)Cl)CC(=O)OC(C)(C)C